Methyl 4'-[(4-bromophenyl)sulfamoyl]-[1,1'-biphenyl]-4-carboxylate BrC1=CC=C(C=C1)NS(=O)(=O)C1=CC=C(C=C1)C1=CC=C(C=C1)C(=O)OC